5-[4-methyl-3-(trifluoromethyl)phenyl]-3,6-dihydro-2H-1,3,4-oxadiazin-2-one CC1=C(C=C(C=C1)C1=NNC(OC1)=O)C(F)(F)F